(2R)-N-[2-(1-benzylpiperidin-4-yl)ethyl]-4-(4-cyanophenyl)-2-methylpiperazine-1-carboxamide C(C1=CC=CC=C1)N1CCC(CC1)CCNC(=O)N1[C@@H](CN(CC1)C1=CC=C(C=C1)C#N)C